C(C)(C)(C)[Si](C1=CC=CC=C1)(C1=CC=CC=C1)O[C@@H](COC1=NC(=NC=C1C(F)(F)F)SC)C Tert-butyl-[(1R)-1-methyl-2-[2-methylsulfanyl-5-(trifluoromethyl)pyrimidin-4-yl]oxy-ethoxy]-diphenyl-silane